COC1=CC=2CC3N(CC2C=C1NC=1N=NC(=C(N1)NC=1C=C(C=CC1)C)C(=O)N)CCCC3 ((9-methoxy-1,3,4,6,11,11a-hexahydro-2H-pyrido[1,2-b]isoquinolin-8-yl)amino)-5-(m-toluylamino)-1,2,4-triazine-6-carboxamide